methyl 5,7-dihydrofuro[3,4-b]pyridine-3-carboxylate N1=C2C(=CC(=C1)C(=O)OC)COC2